P(=O)(O)(O)OC[C@@H]1[C@H]([C@]([C@@H](O1)N1C=NC=2C(N)=NC=NC12)(O)[C@H]1[C@H](O)[C@H](O)[C@H](O1)CO)O 2'-beta-ribosyl-adenosine (phosphate)